[N+](=O)([O-])C=1C=CC=NC1 (E)-5-nitropyridine